ethoxycarbonyl 2,2-dimethylpropionate CC(C(=O)OC(=O)OCC)(C)C